C1CNS1(=O)=O ethanesultam